6-[4-[[4-(5-Hydroxypyridin-3-yl)naphthalen-1-yl]methyl]piperazin-1-yl]-N-(4-methoxyphenyl)pyridazine-3-carboxamide OC=1C=C(C=NC1)C1=CC=C(C2=CC=CC=C12)CN1CCN(CC1)C1=CC=C(N=N1)C(=O)NC1=CC=C(C=C1)OC